C1(=CC=CC=C1)C1=CC=CC=2C(=NSC21)NC2=CC=C(C=N2)C=O 6-((7-phenylbenzo[d]isothiazol-3-yl)amino)pyridine-3-carbaldehyde